1-(1-trityl-1H-imidazol-5-yl)prop-2-en-1-ol C(C1=CC=CC=C1)(C1=CC=CC=C1)(C1=CC=CC=C1)N1C=NC=C1C(C=C)O